([1,1'-binaphthalene]-2,2'-diylbis{oxy[4-(thianthren-1-yl)naphthalene-6,2-diyl]})dimethanol C1(=C(C=CC2=CC=CC=C12)OC=1C=C2C(=CC(=CC2=CC1)CO)C1=CC=CC=2SC3=CC=CC=C3SC12)C1=C(C=CC2=CC=CC=C12)OC=1C=C2C(=CC(=CC2=CC1)CO)C1=CC=CC=2SC3=CC=CC=C3SC12